C(CC(=O)OCC1=CC(=C(C(=C1)C(C)(C)C)O)C(C)(C)C)(=O)OCCCC(C1CC(NC(C1)(C)C)(C)C)C1CC(NC(C1)(C)C)(C)C bis-(2,2,6,6-tetramethyl-4-piperidyl)-n-butyl (3,5-di-tert-butyl-4-hydroxybenzyl) malonate